(3R)-3-{[2-(thiophen-3-yl)[1,2,4]triazolo[1,5-c]quinazolin-5-yl]amino}pyrrolidin-2-one S1C=C(C=C1)C1=NN2C(=NC=3C=CC=CC3C2=N1)N[C@H]1C(NCC1)=O